N-methyl-2-(4-oxo-1-(4-(trifluoromethyl)phenyl)-1,4-dihydro-quinazolin-3(2H)-yl)acetamide CNC(CN1CN(C2=CC=CC=C2C1=O)C1=CC=C(C=C1)C(F)(F)F)=O